ClC1=CC=C(C=C1)C(CN1CCCC1)NS(=O)(=O)C1=CC=C(C=C1)OC(F)(F)F N-(1-(4-chlorophenyl)-2-(pyrrolidin-1-yl)ethyl)-4-(trifluoromethoxy)benzenesulfonamide